1-bromo-4-(5-methoxynonan-5-yl)benzene BrC1=CC=C(C=C1)C(CCCC)(CCCC)OC